Cl.NC1=C(C=C(N=N1)C1=C(C=CC=C1)O)N1CCN(C2(CC2)C1)C1=CC(=CC=C1)OCCN1CCNCC1 2-(6-amino-5-(4-(3-(2-(piperazin-1-yl)ethoxy)phenyl)-4,7-diazaspiro[2.5]octan-7-yl)pyridazin-3-yl)phenol, hydrochloride salt